(S)-4-(1-(4-(3-(Dimethylamino)-pyrrolidin-1-yl)-2-fluorophenyl)-2-methyl-1H-imidazol-4-yl)-N-(1-(methyl-sulfonyl)piperidin-4-yl)-5-(trifluoro-methyl)pyrimidin-2-amine CN([C@@H]1CN(CC1)C1=CC(=C(C=C1)N1C(=NC(=C1)C1=NC(=NC=C1C(F)(F)F)NC1CCN(CC1)S(=O)(=O)C)C)F)C